[Ta].[Ti].[Zr] zirconium-titanium-tantalum